1-(3-chlorophenyl)-3-(2-(4-ethylpiperazin-1-yl)-5-(4-(4-((6-(trifluoromethyl)pyridazin-3-yl)oxy)-phenyl)piperidine-1-carbonyl)phenyl)urea ClC=1C=C(C=CC1)NC(=O)NC1=C(C=CC(=C1)C(=O)N1CCC(CC1)C1=CC=C(C=C1)OC=1N=NC(=CC1)C(F)(F)F)N1CCN(CC1)CC